2-fluorophenol FC1=C(C=CC=C1)O